C(CCCCCCCCCC)(=O)OCC(O)CO glyceryl undecylate